NC([C@H](C[C@H]1C(NCC1)=O)NC(C(=CC1CCCCC1)NC(COC1=CC=C(C=C1)F)=O)=O)=O (S)-N-((S)-1-amino-1-oxo-3-((S)-2-oxopyrrolidin-3-yl)propan-2-yl)-3-cyclohexyl-2-(2-(4-fluorophenoxy)acetamido)propenamide